COC(=O)C1(OC2=C(C1)C=CC=C2)O[C@@H]2CN(CC2)CC(=O)N2[C@@H](CCC2)C#N (((S)-1-(2-((S)-2-cyanopyrrolidin-1-yl)-2-oxoethyl)pyrrolidine-3-Yl)oxy)-2,3-dihydrobenzofuran-2-carboxylic acid methyl ester